17,17-Dimethyl-N,N-diphenyl-17H-5,9-dioxa-18b-borabenzo[6,7]indeno[1,2-b]naphtho[1,2,3-fg]anthracene-15-amine CC1(C2=CC(=C3C(=C2C2=CC=4OC=5C=CC=C6C5B(C4C=C21)C=2C=CC=CC2O6)C=CC=C3)N(C3=CC=CC=C3)C3=CC=CC=C3)C